C(C)(C)(C)OC(=O)N1CCCC2=CC(=CC=C12)C(C(=O)O)C 2-(1-(tert-butoxycarbonyl)-1,2,3,4-tetrahydroquinolin-6-yl)propanoic acid